N-(5-chloro-6-(2H-1,2,3-triazol-2-yl)pyridin-3-yl)-1-(pyrrolo[1,2-a]pyrazin-1-yl)-5-(trifluoromethyl)-1H-pyrazole-4-carboxamide ClC=1C=C(C=NC1N1N=CC=N1)NC(=O)C=1C=NN(C1C(F)(F)F)C=1C=2N(C=CN1)C=CC2